C1(=CC=CC=C1)CCC(=O)NC1=C(C=CC=C1)C 3-phenyl-N-(o-tolyl)propionamide